3-Bromo-4,5-difluoro-benzenesulfonyl chloride BrC=1C=C(C=C(C1F)F)S(=O)(=O)Cl